(1H-Benzimidazol-2-yl)ethanone N1C(=NC2=C1C=CC=C2)C(C)=O